(R)-(3-(difluoromethyl)-1-methyl-1H-pyrazol-4-yl)(4-(pyrazolo[1,5-a]pyridin-2-yl)-6,7-dihydro-1H-imidazo[4,5-c]pyridin-5(4H)-yl)methanone FC(C1=NN(C=C1C(=O)N1[C@H](C2=C(CC1)NC=N2)C2=NN1C(C=CC=C1)=C2)C)F